N-2-(acrylamidomethoxy)ethyltrimethyl-ammonium chloride [Cl-].C(C=C)(=O)NCOCC[N+](C)(C)C